CC=1C(=NC=CC1)N 3-methylpyridin-amine